ClC1=CC=C2C(=CNC2=C1)S(=O)(=O)NC1=NC(=C(C(=N1)OC)C#N)OC 6-chloro-N-(5-cyano-4,6-dimethoxy-pyrimidin-2-yl)-1H-indole-3-sulfonic acid amide